(R)-6-chloro-3-((1-(3,6-dimethyl-2-(2-methyl-2H-pyrazolo[3,4-c]pyridin-5-yl)-4-oxo-3,4-dihydroquinazolin-8-yl)ethyl)amino)-N-(methylsulfonyl)picolinamide ClC1=CC=C(C(=N1)C(=O)NS(=O)(=O)C)N[C@H](C)C=1C=C(C=C2C(N(C(=NC12)C1=CC=2C(C=N1)=NN(C2)C)C)=O)C